ClC1=NC=C(C(=N1)NC1=CC(=CC=C1)S(NC(C)C)(=O)=O)Cl 2,5-Dichloro-N4-(3-[N-(methylethyl)sulfamoyl]phenyl)pyrimidin-4-amine